BrC=1N=C(N(N1)C)NC1=CC=C(C=C1)OC(F)(F)F 5-bromo-2-methyl-N-[4-(trifluoromethoxy)phenyl]-1,2,4-triazole-3-amine